C1(=CC=CC=C1)C=CC(=O)N[C@@H](C)C1=CC(=CC=C1)C1=NC=CC=C1 (S)-3-Phenyl-N-[1-(3-pyridin-2-yl-phenyl)-ethyl]-acrylamide